4,4'-bis(4-amino-2-trifluoromethylphenoxy)Biphenyl NC1=CC(=C(OC2=CC=C(C=C2)C2=CC=C(C=C2)OC2=C(C=C(C=C2)N)C(F)(F)F)C=C1)C(F)(F)F